CC1=CC=C(C=C1)C=1C(=NC(=NC1)NC[C@H]1CNCCO1)C1=CC=C(C#N)C=C1 |r| (±)-4-[5-(4-methylphenyl)-2-[(morpholin-2-ylmethyl)amino]pyrimidin-4-yl]benzonitrile